C(OC(C)(C)OOC(CC(C)(C)C)(C)C)([O-])=O 1,1,3,3-tetramethylbutylperoxyisopropyl monocarbonate